N-(t-butoxycarbonyl)-3-iodo-L-alanine benzyl ester C(C1=CC=CC=C1)OC([C@@H](NC(=O)OC(C)(C)C)CI)=O